N1(CCC1)CC=1NC2=CC(=CC=C2C1)CNC(=O)C=1N=C2N(C(C1)=O)C=CC=C2 N-({2-[(azetidin-1-yl)methyl]-1H-indol-6-yl}methyl)-4-oxo-4H-pyrido[1,2-a]pyrimidine-2-carboxamide